OCCCN(C=1N=C(C2=C(N1)C(=NC(=N2)N(CCCOC)CCCOC)N2CCC(CC2)OC)N2CC(N(CC2)C)=O)CCCO 4-(2-(bis(3-hydroxypropyl)amino)-6-(bis(3-methoxypropyl)amino)-8-(4-methoxypiperidin-1-yl)pyrimido[5,4-d]pyrimidin-4-yl)-1-methylpiperazin-2-one